2-amino-N-(4-(3-cyanophenyl)thiazol-2-yl)acetamide NCC(=O)NC=1SC=C(N1)C1=CC(=CC=C1)C#N